BrC1=C(C=NN(C1=O)C)N[C@@H]1C[C@@H](CN(C1)C)C1=CC=C(C(=O)N2CCC3(CC2)CCN(CC3)C3=CC=C(C=C3)C3CNCCC3)C=C1 3-[4-[3-[4-[(3R,5R)-5-[(5-bromo-1-methyl-6-oxo-pyridazin-4-yl)amino]-1-methyl-3-piperidyl]benzoyl]-3,9-diazaspiro[5.5]undecan-9-yl]phenyl]piperidine